[(4-methoxyphenyl)-methylene]-propanedioic acid-dimethyl ester COC(C(C(=O)OC)=CC1=CC=C(C=C1)OC)=O